tert-Butyl (1R,5S,6s)-6-((E)-4-(5-chloro-7-((2,2,2-trifluoroethyl)amino)-[1,2,4]triazolo[1,5-a]pyrimidin-6-yl)-3,5-difluorophenylvinyl)-3-azabicyclo[3.1.0]hexane-3-carboxylate ClC1=NC=2N(C(=C1C1=C(C=C(C=C1F)/C=C/C1[C@@H]3CN(C[C@H]13)C(=O)OC(C)(C)C)F)NCC(F)(F)F)N=CN2